bromopropyl-norbornene BrCCCC12C=CC(CC1)C2